C(CCSSSSCCC[Si](OCC)(OCC)OCC)[Si](OCC)(OCC)OCC 3,3'-tetrathiobis(propyltriethoxysilane)